(R)-2-(1-(4-amino-3-(3-fluoro-4-isopropoxyphenyl)-1H-pyrazolo[3,4-d]pyrimidin-1-yl)ethyl)-5-fluoro-3-(3-fluorophenyl)-4H-chromen-4-one camphorsulphonate C12(C(=O)CC(CC1)C2(C)C)CS(=O)(=O)O.NC2=C1C(=NC=N2)N(N=C1C1=CC(=C(C=C1)OC(C)C)F)[C@H](C)C=1OC2=CC=CC(=C2C(C1C1=CC(=CC=C1)F)=O)F